(S,E)-N-((5-bromo-6-fluoropyridin-2-yl)methylene)-2-methylpropane-2-sulfinamide BrC=1C=CC(=NC1F)\C=N\[S@@](=O)C(C)(C)C